((S)-3-fluoropyrrolidin-1-yl)(6-(3-methyl-1H-pyrrolo[2,3-b]pyridine-5-yl)-8-((R)-morpholin-3-yl)-3,4-dihydroisoquinolin-2(1H)-yl)methanone F[C@@H]1CN(CC1)C(=O)N1CC2=C(C=C(C=C2CC1)C=1C=C2C(=NC1)NC=C2C)[C@H]2NCCOC2